P(=O)(O[C@@H](C(F)F)[C@H]1O[C@H](C[C@@H]1O)N1C(NC(C(=C1)F)=O)=O)(O)O (R)-2,2-difluoro-1-((2S,3S,5R)-5-(5-fluoro-2,4-dioxo-3,4-dihydropyrimidin-1(2H)-yl)-3-hydroxytetrahydrofuran-2-yl)ethyl dihydrogen phosphate